2-chloro-N-[[(2S,5S)-2-[3-(4-chlorophenyl)phenyl]-3-oxo-1,4-oxazepan-5-yl]methyl]pyridine ClC1N(C=CC=C1)C[C@H]1NC([C@@H](OCC1)C1=CC(=CC=C1)C1=CC=C(C=C1)Cl)=O